bicyclo[3.2.1]octane-1-carboxylic acid C12(CCCC(CC1)C2)C(=O)O